COC1=C(COC2=CC=CC(=N2)C23CCN(CC3C2)CC2=NC3=C(N2C[C@H]2OCC2)C=C(C=C3)C(=O)O)C=CC(=C1)COC 2-((6-(6-((2-methoxy-4-(methoxymethyl)benzyl)oxy)pyridin-2-yl)-3-azabicyclo[4.1.0]heptan-3-yl)methyl)-1-(((S)-oxetan-2-yl)methyl)-1H-benzo[d]imidazole-6-carboxylic acid